N1C=CC=2C1=NC=C(C2)OC2=C(C(=O)N)C=CC=C2 2-(1H-pyrrolo[2,3-b]pyridin-5-yloxy)-benzamide